C(C)(C)(C)C=1C=C2C(C(NC2=C(C1)C)=O)=O 5-tert-butyl-7-methyl-2,3-dihydro-1H-indole-2,3-dione